C(CC(=C)C)C1=C(C=C(C=C1O)O)O 2-isopentenyl-1,3,5-trihydroxybenzene